C1C=NC=2N=CCC2C1=O 1,7-dideazahypoxanthine